(tris(hydroxymethyl)methylamino)propanesulfonic acid OCC(NC(CC)S(=O)(=O)O)(CO)CO